ClC1=C(C=CC=C1)C1=C(C=NC(=C1)OC)S(=O)(=O)Cl 4-(2-chlorophenyl)-6-methoxy-pyridine-3-sulfonyl chloride